ClC=1N=C[N-]C1Cl.[Cl+] chlorine (4,5-dichloroimidazolate)